4-amino-1-carboxy-4-oxobutylamine NC(CCC(C(=O)O)N)=O